NC1=NC=2C(=CC=CC2C=2N1N=C(N2)C2C(C2)CO)OC [2-(5-amino-7-methoxy[1,2,4]triazolo[1,5-c]quinazolin-2-yl)cyclopropyl]methanol